C(C)(=O)C=1C(=CC(=C(C1)NC(=O)NCC1=CC=C(C=C1)OC)OC)O 1-(5-acetyl-4-hydroxy-2-methoxyphenyl)-3-(4-methoxybenzyl)urea